OC=1C=C(C=CC1)C1=CC(=C(C=C1)C=O)[N+](=O)[O-] 3'-hydroxy-3-nitro-[1,1'-biphenyl]-4-carbaldehyde